ClC1=C(C(=C(C=C1)C(=C(C#N)C#N)OC)F)F 2-[(4-chloro-2,3-difluoro-phenyl)-methoxy-methylene]propanedinitrile